3-Bromopropanesulfonic acid sodium salt [Na+].BrCCCS(=O)(=O)[O-]